NC(CC1=NN(C2=CN=CC=C21)C)C 3-(2-aminopropyl)-1-methylpyrazolo[3,4-c]pyridin